C1(CCC1)C=1C=CC(=NC1)NC(OC)=O methyl (5-cyclobutylpyridin-2-yl)carbamate